BrC=1C=C2C(=CN(C2=CC1)CCNC(OC(C)(C)C)=O)CC(C)C tert-butyl (2-(5-bromo-3-isobutyl-1H-indol-1-yl)ethyl)carbamate